1-[5-[(2-bromothiazol-5-yl)methoxy]-2,4-dichloro-phenyl]-3-[(1S)-1-(2-pyrimidin-2-yl-1,2,4-triazol-3-yl)ethyl]urea BrC=1SC(=CN1)COC=1C(=CC(=C(C1)NC(=O)N[C@@H](C)C=1N(N=CN1)C1=NC=CC=N1)Cl)Cl